(S)-α-amino-γ-butyrolactone N[C@@H]1C(=O)OCC1